C(C)OC([C@H](C(C)C)NC(=O)C1=CN=C(O1)C=1C=C(C=CC1)C1=CC(=NN1)C(=O)N[C@H](C(=O)OC)CC(C)C)=O (S)-methyl 2-(5-(3-(5-(((S)-1-ethoxy-3-methyl-1-oxobutan-2-yl) carbamoyl) oxazol-2-yl) phenyl)-1H-pyrazole-3-carboxamido)-4-methylpentanoate